1-(2-bromo-6-methoxybenzo[d]thiazol-4-yl)ethanol tert-butyl-5-(4-(chlorocarbonyl)-5-(trifluoromethyl)-1H-pyrazol-1-yl)-3,4-dihydroisoquinolin-2(1H)-carboxylate C(C)(C)(C)C1N(CCC2=C(C=CC=C12)N1N=CC(=C1C(F)(F)F)C(=O)Cl)C(=O)OC(C)C1=CC(=CC2=C1N=C(S2)Br)OC